2-(5-(3,5-dichlorophenyl)-5-(trifluoromethyl)-4,5-dihydroisoxazol-3-yl)-N-(3,3-dimethylbutan-2-yl)-2,3-dihydro-1H-pyrrolo[3,4-c]pyridine-6-carboxamide ClC=1C=C(C=C(C1)Cl)C1(CC(=NO1)N1CC=2C=NC(=CC2C1)C(=O)NC(C)C(C)(C)C)C(F)(F)F